1-(4-Benzylpiperazin-1-yl)-3-((tert-butyldimethylsilyl)oxy)propan-2-ol C(C1=CC=CC=C1)N1CCN(CC1)CC(CO[Si](C)(C)C(C)(C)C)O